N-octadecyl-2-cyano-3-(4-hydroxybenzyloxy)-pyridin-4-one C(CCCCCCCCCCCCCCCCC)N1C(=C(C(C=C1)=O)OCC1=CC=C(C=C1)O)C#N